(S)-3-((4-((2-hydroxy-1-phenylethyl)amino)-5-(3-(quinuclidin-4-yl)-1,2,4-oxadiazol-5-yl)pyrimidin-2-yl)amino)-6,9-dihydro-11H-pyridazino[1,2-a]indazol-11-one OC[C@H](C1=CC=CC=C1)NC1=NC(=NC=C1C1=NC(=NO1)C12CCN(CC1)CC2)NC2=CC=C1C(N3N(C1=C2)CC=CC3)=O